3-(allyloxy)-1-(tert-butoxycarbonyl)pyrrolidine-2-carboxylic acid C(C=C)OC1C(N(CC1)C(=O)OC(C)(C)C)C(=O)O